β-[3-(2H-benzotriazol-2-yl)-4-hydroxy-5-t-butylphenyl]-propionate N=1N(N=C2C1C=CC=C2)C=2C=C(C=C(C2O)C(C)(C)C)CCC(=O)[O-]